FC(S(=O)(=O)O)(F)F.C(C)N1CN(C=C1)C 1-ethyl-3-methylimidazole trifluoro-methanesulfonate